4-(5-(3,5-dimethylisoxazol-4-yl)-1-(tetrahydro-2H-pyran-4-yl)-1H-pyrrolo[2,3-b]pyridin-3-yl)-3-(trifluoromethoxy)benzoic acid CC1=NOC(=C1C=1C=C2C(=NC1)N(C=C2C2=C(C=C(C(=O)O)C=C2)OC(F)(F)F)C2CCOCC2)C